Bisglycine iron(II) salt [Fe+2].NCC(=O)[O-].NCC(=O)[O-]